fluorenyl ketone C1(=CC=CC=2C3=CC=CC=C3CC12)C(=O)C1=CC=CC=2C3=CC=CC=C3CC12